C(CCC)N(CCCC)CCCC butyl-di-n-butylamine